(3R,4R)-N-(4-((1R,3R)-2-(bicyclo[1.1.1]pentan-1-yl)-3-methyl-2,3,4,9-tetrahydro-1H-pyrido[3,4-b]indol-1-yl)phenyl)-1-butyl-4-fluoropyrrolidin-3-amine C12(CC(C1)C2)N2[C@@H](C=1NC3=CC=CC=C3C1C[C@H]2C)C2=CC=C(C=C2)N[C@@H]2CN(C[C@H]2F)CCCC